(2R,6R)-1-isobutyryl-6-methyl-N-(4-(pyrimidin-2-yl)benzyl)-4-((1R)-4,4,4-trifluoro-3-hydroxy-1-phenylbutyl)piperazine-2-carboxamide C(C(C)C)(=O)N1[C@H](CN(C[C@H]1C)[C@H](CC(C(F)(F)F)O)C1=CC=CC=C1)C(=O)NCC1=CC=C(C=C1)C1=NC=CC=N1